ClC=1C=CC(=NC1OC)OC1CCC2(CN(C2)C(=O)C2CC(C2)(C)O)CC1 (7-((5-Chloro-6-methoxypyridin-2-yl)oxy)-2-azaspiro[3.5]nonan-2-yl)((1s,3s)-3-hydroxy-3-methylcyclobutyl)methanone